Hydroxybenzoyl-glucose OC(C(=O)C(C1=CC=CC=C1)=O)(O)[C@@H](O)[C@H](O)[C@H](O)CO